[N-]=C=S.[N-]=C=S.[N-]=C=S.[N-]=C=S.[N-]=C=S.NCCNCCN diethylenetriamine pentaisothiocyanate